N-(2-amino-ethyl)morpholine NCCN1CCOCC1